NC=1C=C(C(=O)OC)C=CC1 methyl 3-amino-benzoate